(2S)-3-(2,4-difluorophenyl)-1-{6-hydroxy-2-azaspiro[3.3]heptan-2-yl}-1-oxopropan FC1=C(C=CC(=C1)F)CCC(=O)N1CC2(C1)CC(C2)O